C(C=C)(=O)NC=1C(=CC(=C(C1)NC1=CC(=NC=N1)N1OCC[C@@H]1C=1C=C(C(=O)NC2=CC=CC=C2)C=CC1)OC)N1CCN(CC1)C (R)-3-(2-(6-((5-acrylamido-2-methoxy-4-(4-methylpiperazin-1-yl)phenyl)amino)pyrimidine-4-yl)isoxazolidin-3-yl)-N-phenylbenzamide